C(C)OC(C(C)N1C=C(C2=C1C=NN(C2=O)COCC[Si](C)(C)C)C(F)(F)F)=O.C(/C2=CC=CC=C2)=C/2\C(CCC2)=O (E)-2-benzylidenecyclopentan-1-one ethyl-2-(4-oxo-3-(trifluoromethyl)-5-((2-(trimethylsilyl)ethoxy)methyl)-4,5-dihydro-1H-pyrrolo[2,3-d]pyridazin-1-yl)propanoate